CN(CC=1SC2=C(N1)C=C(C=C2)C2=NC[C@H](CC2)C)C (S)-N,N-dimethyl-1-(5-(5-methyl-3,4,5,6-tetrahydropyridin-2-yl)benzo[d]thiazol-2-yl)methanamine